BrC1=CC=NC2=C(C=C(C=C12)CC)CNC([O-])=O ((4-bromo-6-ethylquinolin-8-yl)methyl)carbamate